FC(OC1=NC(=CC=C1NC(=O)C1(CN(C1)CCNCC(=O)OCC)C1=C(C=CC=C1)C(C)C)C)F Ethyl (2-(3-((2-(difluoromethoxy)-6-methylpyridin-3-yl)carbamoyl)-3-(2-isopropylphenyl)azetidin-1-yl)ethyl)glycinate